ClC1=C(C=CC=C1C1=C(C(=NC=C1)C1=CC(=CC(=C1)CNC[C@H]1NC(CC1)=O)OC)Cl)C1=CC=C(C(=N1)OC)CNC[C@H]1CCC(N1)=O (R)-5-((((6-(2-chloro-3-(3-chloro-2-(3-methoxy-5-(((((S)-5-oxopyrrolidin-2-yl)methyl)amino)methyl)phenyl)pyridin-4-yl)phenyl)-2-methoxypyridin-3-yl)methyl)amino)methyl)pyrrolidin-2-one